CC=1C=CC(=C(C1)NS(=O)(=O)C1CC1)[N+](=O)[O-] N-(5-methyl-2-nitrophenyl)cyclopropanesulfonamide